C1(CCCCC1)NCC=1N=C(SC1)CSC1=C2CN(C(C2=CC=C1)=O)C1C(NC(CC1)=O)=O 3-(4-(((4-((cyclohexylamino)methyl)thiazol-2-yl)methyl)thio)-1-oxoisoindolin-2-yl)piperidine-2,6-dione